4-(2-((3aR,5s,6aS)-5-(4-fluorophenoxy)hexahydrocyclopenta[c]pyrrol-2(1H)-yl)-1-methoxyethyl)phenol FC1=CC=C(OC2C[C@@H]3[C@@H](CN(C3)CC(OC)C3=CC=C(C=C3)O)C2)C=C1